(R)-2-cyano-1-phenylethyl (1-methyl-4-(6-methyl-5-(methyl-sulfonamido)pyridin-2-yl)-1H-1,2,3-triazol-5-yl)carbamate CN1N=NC(=C1NC(O[C@H](CC#N)C1=CC=CC=C1)=O)C1=NC(=C(C=C1)NS(=O)(=O)C)C